N-octadecyl-dimethyl-allyl-ammonium chloride [Cl-].C(CCCCCCCCCCCCCCCCC)[N+](CC=C)(C)C